Z-1-bromo-1,2,3,4,4-pentafluorobut-2-ene BrC(/C(=C(\C(F)F)/F)/F)F